N1(CCOCC1)C(=O)C=1C=C2C=CC(=CC2=CC1)C=O 6-(morpholine-4-carbonyl)-2-naphthaldehyde